dichloro(2-iodophenylmethylene)ruthenium(II) Cl[Ru-2](=CC1=C(C=CC=C1)I)Cl